C(C)(C)(C)C12CN(CC(CC1)N2)C(CC(C)=O)=S tert-butyl-3-(3-oxobutanethioyl)-3,8-diazabicyclo[3.2.1]octane